CC(=C=CCC(C)=O)CCC=C(C)C 6,10-dimethyl-undec-4,5,9-trien-2-one